C(C)(=O)O[C@@]1([C@@H](O[C@@H](C1)C(O)OC(C)=O)N1C=NC=2C(N)=NC=NC12)O 2',5'-diacetoxy-3'-deoxyadenosine